4-methoxy-phenylalanine COC1=CC=C(C[C@H](N)C(=O)O)C=C1